ClC=1C=2N(C=CC1)N=C(C2)[C@H]2N(CCC1=C2N=CN1)C=1N=CC(=NC1)C(=O)NC1CC1 (S)-5-(4-(4-chloropyrazolo[1,5-a]pyridin-2-yl)-1,4,6,7-tetrahydro-5H-imidazo[4,5-c]pyridin-5-yl)-N-cyclopropylpyrazine-2-carboxamide